ClC1=CC=C(C=N1)N(C1=NC=CC2=CC(=CC=C12)OCC1(COC1)CO)COCC[Si](C)(C)C (3-(((1-((6-chloropyridin-3-yl)((2-(trimethylsilyl)ethoxy)methyl)amino)isoquinolin-6-yl)oxy)methyl)oxetan-3-yl)methanol